tert-butyl (S)-2-(2-((4,11-diethyl-4-hydroxy-3,14-dioxo-3,4,12,14-tetrahydro-1H-pyrano[3',4':6,7]indolizino[1,2-b]quinolin-9-yl)oxy)acetyl)hydrazine-1-carboxylate C(C)[C@]1(C(OCC=2C(N3CC=4C(=NC=5C=CC(=CC5C4CC)OCC(=O)NNC(=O)OC(C)(C)C)C3=CC21)=O)=O)O